BrC=1C(=CC(N(C1)[C@H](C(=O)N[C@@H](CC(=O)OCC)C=1C=C(C=C(C1F)C(F)(F)F)C1=C(C=C(C=C1C)C)CCCCC=C)CC=C)=O)C(F)(F)F Ethyl (S)-3-((S)-2-(5-bromo-2-oxo-4-(trifluoromethyl)pyridin-1(2H)-yl)pent-4-enamido)-3-(4-fluoro-2'-(hex-5-en-1-yl)-4',6'-dimethyl-5-(trifluoromethyl)-[1,1'-biphenyl]-3-yl)propanoate